OC=1C=C(C=CC1OC)C(C)C1=C(NC=2N(C1=O)N=C(C2N2CCCCC2)C2=CC=CC=C2)C 6-(1-(3-hydroxy-4-methoxyphenyl)ethyl)-5-methyl-2-phenyl-3-(piperidin-1-yl)pyrazolo[1,5-a]pyrimidin-7(4H)-one